2-(5-chloro-2-benzotriazolyl)-6-t-butyl-4-methylphenol ClC1=CC=2C(=NN(N2)C2=C(C(=CC(=C2)C)C(C)(C)C)O)C=C1